tert-butyl 3-(2-chloro-N-(4-chlorobenzyl)acetamido)-3-cyanoazetidine-1-carboxylate ClCC(=O)N(CC1=CC=C(C=C1)Cl)C1(CN(C1)C(=O)OC(C)(C)C)C#N